3-bromo-6-chloro-N-(2,2-difluoro-3-(4-fluorophenyl)-3-hydroxypropyl)-2-fluorobenzamide BrC=1C(=C(C(=O)NCC(C(O)C2=CC=C(C=C2)F)(F)F)C(=CC1)Cl)F